C1(CC1)CC1=NC2(C(N1CC1=CC(=C(C=C1)C=1C(=CC=CC1)S(=O)(=O)NC1=NOC(=C1C)C)COCC)=O)CCCC2 4'-((2-(cyclopropylmethyl)-4-oxo-1,3-diazaspiro[4.4]non-1-en-3-yl)methyl)-N-(4,5-dimethylisoxazol-3-yl)-2'-(ethoxymethyl)-[1,1'-biphenyl]-2-sulfonamide